2,3-dihydro-1H-inden-2-yl-(amino)pyridazine-3-carboxylic acid C1C(CC2=CC=CC=C12)C=1C(=C(N=NC1)C(=O)O)N